CC1=C(C(=CC(=C1)C)C)S(=O)(=O)[O-].BrC=1C=CC(=[N+](C1)N)N 5-bromo-1,2-diaminopyridinium 2,4,6-trimethylbenzenesulfonate